N[C@@H]1C2=CC=CC=C2CC12CCN(CC2)C=2NC(C1=C(N2)NN=C1C1(CC1)C1=CC=C(C=C1)F)=O (S)-6-(1-amino-1,3-dihydrospiro[indene-2,4'-piperidine]-1'-yl)-3-(1-(4-fluorophenyl)cyclopropyl)-1,5-dihydro-4H-pyrazolo[3,4-d]pyrimidin-4-one